1,5-dimethyl-1-ethenylhex-4-enylacetate CC(CCC=C(C)C)(C=C)CC(=O)[O-]